tert-Butyl 2,2-dimethyl-4-[5-(5-sulfamoyl-2-pyridyl)pentyl]pyrrolidine-1-carboxylate CC1(N(CC(C1)CCCCCC1=NC=C(C=C1)S(N)(=O)=O)C(=O)OC(C)(C)C)C